P(O)(=O)(OP(=O)(O)OP(=O)(O)O)OC(CCCCCC(=O)OCC1C2=CC=CC=C2C2=CC=CC=C12)N 6-Fmoc-amino-hexanol triphosphate